N,N'-(Naphthalene-1,4-diyl)bis(N-(cyanomethyl)-4-(trifluoromethyl)benzenesulfonamide) C1(=CC=C(C2=CC=CC=C12)N(S(=O)(=O)C1=CC=C(C=C1)C(F)(F)F)CC#N)N(S(=O)(=O)C1=CC=C(C=C1)C(F)(F)F)CC#N